C(C)(C)(C)N(C(O)=O)C1=NC=CC(=C1)C=1C(=NC(=CC1)OCC1=CC=CC=C1)OCC1=CC=CC=C1.BrC=1C=C2CN(C(C2=CC1)=O)CCC=C 5-Bromo-2-(but-3-en-1-yl)isoindolin-1-one tert-butyl-(2,6-bis(benzyloxy)-[3,4'-bipyridin]-2'-yl)carbamate